N-[(1R)-1-[3-(1,1-difluoro-2-hydroxy-ethyl)-2-fluoro-phenyl]ethyl]-1-[4-(difluoromethoxy)phenyl]-6-oxo-pyridazine-3-carboxamide FC(CO)(F)C=1C(=C(C=CC1)[C@@H](C)NC(=O)C1=NN(C(C=C1)=O)C1=CC=C(C=C1)OC(F)F)F